NC([C@H]([C@@H](C)O)NC(=O)C1N(C2(CN(C2=O)OCC2=CC=CC=C2)CC1)CC1=CC=CC=C1)=O N-((2S,3R)-1-amino-3-hydroxy-1-oxobutan-2-yl)-5-benzyl-2-(benzyloxy)-1-oxo-2,5-diazaspiro[3.4]octane-6-carboxamide